CS(=O)(=O)O\C=C(\C(C)(C)C)/C#N (Z)-2-cyano-3,3-dimethylbut-1-en-1-yl methanesulfonate